C1(=CC=CC=C1)[C@@H](C)NC(=O)N1[C@H](CCC1)C(=O)OCC (R)-Ethyl 1-(((R)-1-phenylethyl)carbamoyl)pyrrolidine-2-carboxylate